C(C)[C@@H]1C(N(C(N1)=O)C1=NC=C(N=C1)OC1=CC=C(C2=C1C1(CC1)CO2)C)=O (5R)-5-ethyl-3-[5-(7-methyl-spiro[2H-benzofuran-3,1'-cyclopropan]-4-yl)oxy-pyrazin-2-yl]imidazolidine-2,4-dione